(3S,4R)-4-((5-chloro-4-(3-(4-methylpiperazin-1-yl)-1,2,4-thiadiazol-5-yl)pyridin-2-yl)amino)tetrahydro-2H-pyran-3-ol ClC=1C(=CC(=NC1)N[C@H]1[C@@H](COCC1)O)C1=NC(=NS1)N1CCN(CC1)C